C(C=C)(=O)N1C[C@@H](N(CC1)C=1C2=C(N(C(N1)=O)C=1C(=NC=CC1SC)C(C)C)N=C(C(=C2)Cl)C2=C(C(=C(C=C2N)F)F)F)C 4-((S)-4-propenoyl-2-methylpiperazin-1-yl)-7-(6-amino-2,3,4-trifluorophenyl)-6-chloro-1-(2-isopropyl-4-(methylsulfanyl)pyridin-3-yl)pyrido[2,3-d]pyrimidin-2(1H)-one